2-{4-[(azepan-4-yl)amino]pyrido[3,4-d]pyridazin-1-yl}-5-(trifluoromethyl)phenol N1CCC(CCC1)NC=1N=NC(=C2C1C=NC=C2)C2=C(C=C(C=C2)C(F)(F)F)O